Ethyl 2-(6-bromo-4-chloro-7-methoxy-2H-indazol-2-yl)-2-((R)-6-fluoro-6,7-dihydro-5H-pyrrolo[1,2-c]imidazol-1-yl)acetate BrC=1C=C(C2=CN(N=C2C1OC)C(C(=O)OCC)C1=C2N(C=N1)C[C@@H](C2)F)Cl